O=C1NC(CCC1N1CC=2C(C1=O)=CSC2CNC(C(=O)C=2SC=CC2)=O)=O N-((5-(2,6-dioxopiperidin-3-yl)-4-oxo-5,6-dihydro-4H-thieno[3,4-c]pyrrol-1-yl)methyl)-2-(thiophen-2-yl)-2-oxoacetamide